[1,3-bis[2,6-bis(1-ethylpropyl)phenyl]-4,5-dichloro-1,3-dihydro-2H-imidazole-2-ylidene]Palladium dichloride C(C)C(CC)C1=C(C(=CC=C1)C(CC)CC)N1C(N(C(=C1Cl)Cl)C1=C(C=CC=C1C(CC)CC)C(CC)CC)=[Pd](Cl)Cl